C(C)(C)(C)OC(=O)N1CCN(CC1)C=1C=CC2=C(N(C(=N2)C2=CC=C(C=C2)F)C2=CC=NC=C2)C1.C(C)(C)OC1=C(N)C=CC(=C1)C=1C=NN(C1)C(C)C 2-isopropoxy-4-(1-isopropyl-1H-pyrazol-4-yl)aniline tert-butyl-4-[2-(4-fluorophenyl)-1-(pyridin-4-yl)-1H-1,3-benzodiazol-6-yl]piperazine-1-carboxylate